4-((S)-1-((R)-2-((3-(hydroxymethyl)benzyl)oxy)-3-methylbutanamido)ethyl)benzoic acid OCC=1C=C(CO[C@@H](C(=O)N[C@@H](C)C2=CC=C(C(=O)O)C=C2)C(C)C)C=CC1